NCC=1C(=C(C(=CC1)C(F)(F)F)C1=NC(=CC=N1)C(F)(F)F)F 2-[3-(aminomethyl)-2-fluoro-6-(trifluoromethyl)phenyl]-6-(trifluoromethyl)pyrimidine